[NH+]1=CC=CC=C1.B borane pyridinium